3-(1-hydroxy-3-methylbut-2-yl)-8-(pyridin-3-yl)-6-(4-(trifluoromethyl)phenyl)pyrido[3,4-d]pyrimidin-4(3H)-one OCC(C(C)C)N1C=NC2=C(C1=O)C=C(N=C2C=2C=NC=CC2)C2=CC=C(C=C2)C(F)(F)F